FC=1C=C(C=CC1)NC(=O)C=1C(=NN(C1)C=1SC=CN1)C N-(3-fluorophenyl)-3-methyl-1-(thiazol-2-yl)-1H-pyrazole-4-carboxamide